7'-benzyl 1-(tert-butyl) 2'-(2-ethoxyphenyl)-6'H-spiro[piperidine-4,5'-[1,7]naphthyridine]-1,7'(8'H)-dicarboxylate C(C)OC1=C(C=CC=C1)C1=NC=2CN(CC3(C2C=C1)CCN(CC3)C(=O)OC(C)(C)C)C(=O)OCC3=CC=CC=C3